CN(C(=O)NC=1C(N(C=C(C1)C(F)(F)F)C)=O)C1CC=C(CC1)C=1N=CC(=NC1)NC(C)=O N-(5-(4-(1-methyl-3-(1-methyl-2-oxo-5-(trifluoromethyl)-1,2-dihydropyridin-3-yl)ureido)cyclohex-1-en-1-yl)pyrazin-2-yl)acetamide